tert-butyl ((3R,6S)-6-((2-(5-(4-fluoro-2-((S)-3-methylmorpholine-4-carbonyl)phenoxy)pyrimidin-4-yl)-2,7-diazaspiro[3.5]nonan-7-yl)methyl)tetrahydro-2H-pyran-3-yl)carbamate FC1=CC(=C(OC=2C(=NC=NC2)N2CC3(C2)CCN(CC3)C[C@@H]3CC[C@H](CO3)NC(OC(C)(C)C)=O)C=C1)C(=O)N1[C@H](COCC1)C